NC1=NC=C(C=N1)C1=NC(=NC(=N1)NC1=CC(=CC(=C1)F)F)NC(C)C (2-aminopyrimidin-5-yl)-N2-(3,5-difluorophenyl)-N4-isopropyl-1,3,5-triazine-2,4-diamine